5,6-Dichloro-1-methylisoindoline ClC=1C=C2CNC(C2=CC1Cl)C